[Cl-].C(CCCCCCCCCCC)[N+](CCC[Si](OC)(OC)OC)(C)C dodecyl-dimethyl-(3-trimethoxysilyl-propyl)ammonium chloride